Cl.C1(CC=CC1)N Cyclopent-3-en-1-amine hydrochloride